C(C)(C)NC(C=1C=C(C=CC1)NC(=O)C=1N(N=C(C1)C(F)(F)F)C1=CC(=CC=C1)C#N)C1=CC=CC=C1 2-(3-Cyanophenyl)-5-trifluoromethyl-2H-pyrazole-3-carboxylic acid [3-(isopropylamino-phenyl-methyl)-phenyl]-amide